(beta-(benzoylmercapto)ethyl)pyrrolidinol thiophosphite P(S)(O)O.C(C1=CC=CC=C1)(=O)SCCC1N(CCC1)O